4-({5-[4-fluoro-1-(2H-indazol-6-yl)-1H-1,2,3-benzotriazol-6-yl]-1H-pyrazol-1-yl}methyl)benzonitrile FC1=CC(=CC=2N(N=NC21)C=2C=CC1=CNN=C1C2)C2=CC=NN2CC2=CC=C(C#N)C=C2